2,6-dimethyl-2,6-octadien-8-ol CC(C)=CCCC(=CCO)C